C(C)SCCSCC1=NC(=CC=C1)C1=NC(=CC=C1)CSCCSCC 2-(2-ethylsulfanyl-ethylsulfanylmethyl)-6-[6-(2-ethylsulfanylethylsulfanylmethyl)-2-pyridyl]pyridine